C(C)(C)(C)OC(=O)N1[C@@H](CCC1)C=1C2CCN(CC2C=C(C1)C=1C=C2C(=NC1)NC=C2C)C2=CN=C(S2)C (2S)-2-(7-(3-methyl-1H-pyrrolo[2,3-b]pyridin-5-yl)-2-(2-methylthiazole-5-yl)-1,2,3,4,4a,8a-hexahydroisoquinolin-5-yl)pyrrolidine-1-carboxylic acid tert-butyl ester